ClC1=CC2=C(C(=NO2)C(=O)O)C=C1 6-chlorobenzo[d]isoxazole-3-carboxylic acid